BrC1=NC(=CC=C1)[N+](=O)[O-] 2-bromo-6-nitropyridine